COS(=O)(=O)O.C(CCC)N1CN(C=C1)CC 1-butyl-3-ethylimidazole methyl-sulfate